(2r,3r)-bis(dicyclohexylphosphino)butane C1(CCCCC1)P(C1CCCCC1)[C@@H]([C@@H](C)P(C1CCCCC1)C1CCCCC1)C